tert-butyl (2-(4-((2-(((R or S)-1-(benzyloxy)hexan-3-yl)oxy)-4-(bis(2,4-dimethoxybenzyl)amino)imidazo[2,1-f][1,2,4]triazin-7-yl)(hydroxy)methyl)-3-methylphenoxy)ethyl)(methyl)carbamate C(C1=CC=CC=C1)OCC[C@@H](CCC)OC1=NN2C(C(=N1)N(CC1=C(C=C(C=C1)OC)OC)CC1=C(C=C(C=C1)OC)OC)=NC=C2C(C2=C(C=C(OCCN(C(OC(C)(C)C)=O)C)C=C2)C)O |o1:10|